N-(2-bicyclo[2.2.1]hept-2-yl-1,1,2,2-tetrafluoroethanesulfonyloxy)bicyclo[2.2.1]hept-5-ene-2,3-dicarboximide C12C(CC(CC1)C2)C(C(S(=O)(=O)ON2C(=O)C1C3C=CC(C1C2=O)C3)(F)F)(F)F